C(C)OC(=O)C=1C(=NC2=CN=CC=C2C1O)O 2,4-dihydroxy-1,7-naphthyridine-3-carboxylic acid ethyl ester